C(C)(C)(C)C1=C(C(C2=CC=CC=C2C1=O)=O)NC1=C(C=CC=C1)C#CC1=C(C=CC=C1)OC Tert-butyl-2-((2-((2-methoxyphenyl)ethynyl)phenyl)amino)naphthalene-1,4-dione